ClC1=C(C=C(C=C1)C1O[C@@H]([C@@H](CC1)O)CO)C1=CC=C(C=C1)OCC (3S,4S,5R,6R)-2-(4-chloro-3-(4-ethoxyphenyl)phenyl)-5-hydroxy-6-(hydroxymethyl)tetrahydro-2H-pyran